CC1(OC2=C(C1)C=C(C(=C2)N2CC(CC2)C2=NC(=NC=C2)C)NC(=O)C=2C=NN1C2N=CC=C1)C N-(2,2-Dimethyl-6-(3-(2-methylpyrimidin-4-yl)pyrrolidin-1-yl)-2,3-dihydrobenzo-furan-5-yl)pyrazolo[1,5-a]pyrimidine-3-carboxamide